3,9-bis[2-[3-(3-t-butyl-4-hydroxy-5-methylphenyl)propionyloxy]-1,1-dimethylethyl]-2,4,8,10-tetraoxaspiro[5.5]undecane C(C)(C)(C)C=1C=C(C=C(C1O)C)CCC(=O)OCC(C)(C)C1OCC2(CO1)COC(OC2)C(COC(CCC2=CC(=C(C(=C2)C)O)C(C)(C)C)=O)(C)C